NCCOCCOCCCC=1C=C2CN(CC2=CC1)C1C(NC(CC1)=O)=O 5-(3-(2-(2-aminoethoxy)ethoxy)propyl)-2-(2,6-dioxopiperidin-3-yl)isoindoline